[Si](C)(C)(C(C)(C)C)OCC#CC1=NC(=C(C=2N=C(N=C(C21)OCC(F)(F)F)SC)F)Cl 5-(3-((tert-butyldimethylsilyl)oxy)propynyl)-7-chloro-8-fluoro-2-(methylthio)-4-(2,2,2-Trifluoroethoxy)pyrido[4,3-d]pyrimidine